O1C(=CC=C1C(=O)O)C(=O)O 5-furandiFormic acid